NC1=CC=C(C=N1)/C=C/C(=O)O[C@H]1C[C@H](CC1)NCC=1SC(=CC1)C1=CC(=CC=C1)[C@@H](C)NC(C1=C(C=CC(=C1)NC1CNC1)C)=O (1R,3S)-3-(((5-(3-((R)-1-(5-(azetidin-3-ylamino)-2-methylbenzamido)ethyl) phenyl)thiophen-2-yl)methyl)amino)cyclopentyl (E)-3-(6-aminopyridin-3-yl)acrylate